Cl.C(C)C1=C(C=CC(=C1)NC=1C=2N(C=CN1)C(=CN2)I)C(=O)N2CCNCC2 [2-ethyl-4-[(3-iodoimidazo[1,2-a]pyrazin-8-yl)amino]phenyl]-piperazin-1-yl-methanone, hydrochloride